N-(1-carbamoylcyclopropyl)-2-methyl-5-((2-(trifluoromethyl)pyridin-3-yl)methoxy)benzofuran C(N)(=O)C1(CC1)N1C(C(=CC=C1)COC=1C=CC2=C(C=C(O2)C)C1)C(F)(F)F